FC(C(C)(C)O[C@@H](C(=O)O)C)(F)F (R)-2-((1,1,1-trifluoro-2-methylpropan-2-yl)oxy)propanoic acid